BrC1=C(C=C(C=C1)F)S(=O)(=O)Cl 2-Bromo-5-fluorobenzenesulfonyl chloride